(R)-4-chloro-2-(methylthio)-5,6,6a,7,8,9,10,11-octahydropyrimido[5',4':5,6]pyrido[1,2-a][1,4]diazepine ClC1=NC(=NC2=C1CC[C@H]1N2CCCNC1)SC